tert-Butyl 3-(4-(1,1-difluoro-2-hydroxy-2-methylpropoxy)-7-(isothiazol-3-yl)benzo[d]oxazol-2-yl)-3,8-diazabicyclo[3.2.1]octane-8-carboxylate FC(C(C)(C)O)(OC1=CC=C(C2=C1N=C(O2)N2CC1CCC(C2)N1C(=O)OC(C)(C)C)C1=NSC=C1)F